methyl (S)-4-methylenepyrrolidine-2-carboxylate hydrochloride Cl.C=C1C[C@H](NC1)C(=O)OC